ClC=1C(=NC(=NC1)N1CC(C1)(C)C)NC1=CC=2C3=C(C(N(C2C=C1)C)=O)OCC([C@@H](N3)C3CC3)(F)F (S)-10-((5-chloro-2-(3,3-dimethylazetidin-1-yl)pyrimidin-4-yl)amino)-2-cyclopropyl-3,3-difluoro-7-methyl-1,2,3,4-tetrahydro-[1,4]oxazepino[2,3-c]quinolin-6(7H)-one